4-(2-(cyclopropylmethoxy)-5-sulfamoylphenyl)-2,6-dimethylpyridine 1-oxide C1(CC1)COC1=C(C=C(C=C1)S(N)(=O)=O)C1=CC(=[N+](C(=C1)C)[O-])C